6-(4-(3,4-Difluorophenyl)-1-methyl-1H-imidazol-5-yl)-1-methyl-1H-benzo[d]imidazole FC=1C=C(C=CC1F)C=1N=CN(C1C=1C=CC2=C(N(C=N2)C)C1)C